methyl 2-(4,4-difluoroazepan-1-yl)-5-fluoro-4-methylnicotinate FC1(CCN(CCC1)C1=C(C(=O)OC)C(=C(C=N1)F)C)F